CC(C(C(=O)OCC1=CC=CC=C1)NC(=O)OC1=CC=CC=C1)(CCN1CCOCC1)C Benzyl 3,3-dimethyl-5-morpholino-2-((phenoxycarbonyl)amino)pentanoate